C1(=C(C(=CC=C1)C(=O)[O-])C(=O)[O-])C=1C(=CC=CC1)C1=CC=CC=C1 Terphenyl-dicarboxylat